(rac)-((1s,3s)-3-Hydroxy-3-methylcyclobutyl)(6-(3-methyl-4-(trifluoromethyl)phenyl)-2-azaspiro[3.4]octan-2-yl)methanon OC1(CC(C1)C(=O)N1CC2(C1)C[C@@H](CC2)C2=CC(=C(C=C2)C(F)(F)F)C)C |r|